FC1=CC(=C(C=C1)C(C)N1C[C@@H](N(C[C@H]1C)C=1C=2C(N(C(N1)=O)C)=C(N(N2)C2OCCCC2)C)C)C(F)(F)F ((2S,5R)-4-(1-(4-fluoro-2-(trifluoromethyl)phenyl)ethyl)-2,5-dimethylpiperazin-1-yl)-3,4-dimethyl-2-(tetrahydro-2H-pyran-2-yl)-2,4-dihydro-5H-pyrazolo[4,3-d]pyrimidin-5-one